C(#C)C1=CC2=C(N=C(N=C2)NC2CCN(CC2)S(=O)(=O)NC)N(C1=O)[C@H]1[C@](CCC1)(C)O 4-((6-ethynyl-8-((1r,2r)-2-hydroxy-2-methylcyclopentyl)-7-oxo-7,8-dihydropyrido[2,3-d]pyrimidin-2-yl)amino)-N-methylpiperidine-1-sulfonamide